N-[4-[S-[4-[6-chloro-4-(trifluoromethyl)-2-pyridyl]piperazin-1-yl]-N-cyano-sulfonimidoyl]phenyl]acetamide ClC1=CC(=CC(=N1)N1CCN(CC1)S(=O)(=NC#N)C1=CC=C(C=C1)NC(C)=O)C(F)(F)F